(Z)-3-[(4-chloro-1-tetrahydropyran-2-yl-indazol-5-yl)amino]-3-methylsulfanyl-1-(3-nitrophenyl)prop-2-en-1-one ClC1=C2C=NN(C2=CC=C1N/C(=C/C(=O)C1=CC(=CC=C1)[N+](=O)[O-])/SC)C1OCCCC1